C(CCCCC)C(C(=O)OCCCCCCC(=O)O)CCCCCCCC 7-((2-hexyldecanoyl)oxy)heptanoic acid